molybdenum (V) trifluoromethanesulfonic acid FC(S(=O)(=O)O)(F)F.[Mo+5]